ClC=1C(=CC2=C(C[C@](O2)(C2=CC=CC=C2)[C@H]2N(CCC2)C(=O)OC(C)(C)C)C1C1=C(C(=CC=C1C(=O)OC)OCCO)F)F tert-butyl (S)-2-((2S,4R)-5-chloro-6-fluoro-4-(2-fluoro-3-(2-hydroxyethoxy)-6-(methoxycarbonyl)phenyl)-2-phenyl-2,3-dihydrobenzofuran-2-yl)pyrrolidine-1-carboxylate